((trifluoromethyl)phenyl)thiourea FC(F)(F)C1=C(C=CC=C1)NC(=S)N